BrC=1C=C2C(NC(N(C2=CC1OC(F)(F)F)C1=CC=CC=C1)=O)=O 6-bromo-1-phenyl-7-(trifluoromethoxy)quinazoline-2,4(1H,3H)-dione